FC=1C=C(C=CC1F)C1=C(N=C(C2=C(C=CC=C12)O)C=1C=C(C(=O)O)C=CC1)C1CCOCC1 3-[4-(3,4-difluorophenyl)-8-hydroxy-3-tetrahydropyran-4-yl-1-isoquinolinyl]benzoic acid